(4-(2-amino-4-(dipropylcarbamoyl)-8-(3-((3-(hydroxymethyl) azetidin-1-yl) sulfonyl) phenyl)-3H-benzo[b]azepin-6-yl) butyl) carbamate C(N)(OCCCCC1=CC(=CC=2N=C(CC(=CC21)C(N(CCC)CCC)=O)N)C2=CC(=CC=C2)S(=O)(=O)N2CC(C2)CO)=O